N-[3-cyano-4-(trifluoromethyl)benzyl]butanamide C(#N)C=1C=C(CNC(CCC)=O)C=CC1C(F)(F)F